N(N)C1=CC=C(C=C1)CN1N=CN=C1 1-(4-hydrazinylphenyl)methyl-1,2,4-triazole